FC1=C(C=CC=C1)C=1SC(=CN1)C(=O)N 2-(o-fluorophenyl)-1,3-thiazole-5-carboxamide